N-[(6-Amino-2-pyridyl)sulfonyl]-6-(3-fluoro-5-isobutoxyphenyl)-2-[(3S)-3-phenyl-1-piperidyl]pyridin-3-carboxamid NC1=CC=CC(=N1)S(=O)(=O)NC(=O)C=1C(=NC(=CC1)C1=CC(=CC(=C1)OCC(C)C)F)N1C[C@@H](CCC1)C1=CC=CC=C1